N=1NC(NC(C1)=O)=O 2h-[1,2,4]Triazine-3,5-Dione